N-[(7R)-3-cyclopropyl-5-[(2-fluoro-2-methylpropyl)sulfamoyl]-7,8-dihydro-6H-cyclopenta[g]isoquinolin-7-yl]-2-(1-methylpyrazol-4-yl)-2-oxoacetamide C1(CC1)C=1N=CC2=CC3=C(C(=C2C1)S(NCC(C)(C)F)(=O)=O)C[C@@H](C3)NC(C(=O)C=3C=NN(C3)C)=O